BrC=1C=C(C=CC1F)N1C(=NOC1=O)C=1C(=NON1)CCNS(=O)(=O)C N-(2-(4-(4-(3-bromo-4-fluorophenyl)-5-oxo-4,5-dihydro-1,2,4-oxadiazol-3-yl)-1,2,5-oxadiazol-3-yl)ethyl)methanesulfonamide